OC=1C(=C(C(=O)C2=CC=CC=C2)C=CC1)C1=CC=CC=C1 Hydroxyphenyl-Benzophenone